(Z)-2-(5-chloro-2-methyl-1-(4-t-butylbenzylidene)-1H-inden-3-yl)acetic acid ClC=1C=C2C(=C(/C(/C2=CC1)=C/C1=CC=C(C=C1)C(C)(C)C)C)CC(=O)O